BrC=1C=NN2C1C(NC=C2)=O 3-Bromopyrazolo[1,5-a]pyrazin-4(5H)-one